strontium carbonate lead [Pb+2].C([O-])([O-])=O.[Sr+2].C([O-])([O-])=O